C12(CC(C1)C2)N2N=NC(=C2)[C@H](C=2C=CC=C1C(N(C=NC21)C)=O)NC=2C=C1C(=C(C=NC1=C(C2)Cl)C#N)NCC(C)(C)C (S)-6-(((1-(bicyclo[1.1.1]pentan-1-yl)-1H-1,2,3-triazol-4-yl)(3-methyl-4-oxo-3,4-dihydroquinazolin-8-yl)methyl)amino)-8-chloro-4-(neopentylamino)quinoline-3-carbonitrile